2-methyl-5-(5-nitroisoquinolin-6-yl)oxazole CC=1OC(=CN1)C=1C(=C2C=CN=CC2=CC1)[N+](=O)[O-]